4-(6-(6-((4-fluoro-2-methoxypyridin-3-yl)methyl)-3,6-diazabicyclo[3.1.1]heptan-3-yl)pyridin-3-yl)-6-(2-hydroxy-2-methylpropoxy)pyrazolo[1,5-a]pyridine-3-carbonitrile FC1=C(C(=NC=C1)OC)CN1C2CN(CC1C2)C2=CC=C(C=N2)C=2C=1N(C=C(C2)OCC(C)(C)O)N=CC1C#N